C1(=CC=CC=2C3=CC=CC=C3CC12)COC(=O)N1[C@@H](COCC1)C(=O)Cl (S)-4-(9H-fluorenylmethyloxycarbonyl)morpholine-3-carbonyl chloride